p-isopropylbenzyl alcohol C(C)(C)C1=CC=C(CO)C=C1